(2R,3R,4R,5R)-2-((benzoyloxy)methyl)-5-(6-bromo-9H-purin-9-yl)tetrahydrofuran-3,4-diyldibenzoate C(C1=CC=CC=C1)(=O)OC[C@@H]1O[C@H]([C@H]([C@@H]1C1=C(C(=O)[O-])C=CC=C1)C1=C(C(=O)[O-])C=CC=C1)N1C2=NC=NC(=C2N=C1)Br